4-(2-(trifluoromethyl)cyclopropyl)pyridazine FC(C1C(C1)C1=CN=NC=C1)(F)F